2-(4-Cyano-phenoxy)-N-(5,6-dimethoxy-benzooxazol-2-yl)-2-[4-(4-methyl-piperazine-1-carbonyl)-phenyl]-acetamide C(#N)C1=CC=C(OC(C(=O)NC=2OC3=C(N2)C=C(C(=C3)OC)OC)C3=CC=C(C=C3)C(=O)N3CCN(CC3)C)C=C1